C(C)(C)(C)OC(=O)N[C@@H](CCCCNC(NC1=CC=CC=C1)=O)C(=O)O N2-(tert-Butoxycarbonyl)-N6-(phenylcarbamoyl)-L-lysine